3-((S)-1-(((R)-tert-butylsulfinyl)imino)-6-carbamoyl-1,3-dihydrospiro[indene-2,4'-piperidine]-1'-yl)-6-(2,3-dichlorophenyl)-5-methylpyrazine-2-carboxylic acid ethyl ester C(C)OC(=O)C1=NC(=C(N=C1N1CCC2(CC1)C(C1=CC(=CC=C1C2)C(N)=O)=N[S@](=O)C(C)(C)C)C)C2=C(C(=CC=C2)Cl)Cl